2-((2r,3r,5r)-3-amino-5-methyltetrahydro-2H-pyran-2-yl)-3-bromo-5-chloro-N-(thiophen-2-ylmethyl)thieno[3,2-b]pyridin-7-amine trifluoroacetate FC(C(=O)O)(F)F.N[C@H]1[C@@H](OC[C@@H](C1)C)C1=C(C2=NC(=CC(=C2S1)NCC=1SC=CC1)Cl)Br